(2-bromopropoxy)(tert-butyl)dimethylsilane BrC(CO[Si](C)(C)C(C)(C)C)C